N-carboxymethyl-N,N-bis(2-hydroxyethyl)-1-dodecyl-ammonium C(=O)(O)C[N+](CCO)(CCO)CCCCCCCCCCCC